(benzothiazolyl)-2-bromoacetamide S1C(=NC2=C1C=CC=C2)C(C(=O)N)Br